BrC1=CC(=C2C(=NC=NC2=C1)NC=1C(=C2C=CC=NC2=CC1)F)O[C@@H](C)[C@@H](C)N(C)C 7-bromo-5-(((2S,3R)-3-(dimethylamino)butan-2-yl)oxy)-N-(5-fluoroquinolin-6-yl)quinazolin-4-amine